(1-bromo-6-(2-chloro-5-fluorophenyl)-6-hydroxy-8-oxo-3,6,7,8-tetrahydropyrrolo[3,4-e]indazol-5-yl)-3-fluoro-5-(trifluoromethyl)benzamide BrC1=NNC=2C=C(C3=C(C12)C(NC3(O)C3=C(C=CC(=C3)F)Cl)=O)C3=C(C(=O)N)C=C(C=C3F)C(F)(F)F